r-2,2-dimethyl-3-hydroxypropanal 1-[5-(7-acetamido-2,6-naphthyridin-3-yl)-4-methylpyridin-2-yl]cyclobutyl-acetate C(C)(=O)NC1=NC=C2C=C(N=CC2=C1)C=1C(=CC(=NC1)C1(CCC1)CC(=O)O)C.CC(C=O)(CO)C